O1CCC(CC1)N1CC2(C1)CCC2 2-(oxan-4-yl)-2-azaspiro[3.3]heptane